O=C1C=2C=CC(=NC2CCC1)C#N oxo-5,6,7,8-tetrahydroquinoline-2-carbonitrile